C(C)(C)(C)O[C@H]1[C@H](CN(CC1)C1=NC=CC(=N1)NC=1N=CC2=C(C=CC(=C2C1)[C@H]1N(CCC1)C(C=C)=O)N1CC(C1)CS(=O)(=O)C)F 1-((S)-2-(3-((2-((3S,4R)-4-(tert-butoxy)-3-fluoropiperidin-1-yl)pyrimidin-4-yl)amino)-8-(3-((methylsulfonyl)methyl)azetidin-1-yl)isoquinolin-5-yl)pyrrolidin-1-yl)prop-2-en-1-one